1-[Bis-(dimethylamino)methylen]-1H-1,2,3-triazolo[4,5-b]pyridinium CN(C)C(=[N+]1N=NC2=NC=CC=C21)N(C)C